FC1=C(C=CC(=C1)C1=CC(=C(C=C1)C1=CC=C(C=C1)CCC)F)C1=CC=C(C=C1)N 2'-fluoro-4'-{2-fluoro-4'-propyl-[1,1'-biphenyl]-4-yl}-[1,1'-biphenyl]-4-amine